C1(CCC1)C1(C(N=CC(=C1)C1=NC(=NO1)C)NC1CCCC1)N 3-cyclobutyl-N2-Cyclopentyl-5-(3-methyl-1,2,4-oxadiazol-5-yl)pyridine-2,3-diamine